C(N)(=O)C=1C(=NN(C1)C1(CCN(CC1)CC(F)(F)F)CC#N)NC(OC)=O Methyl (4-carbamoyl-1-(4-(cyanomethyl)-1-(2,2,2-trifluoroethyl)piperidin-4-yl)-1H-pyrazol-3-yl)carbamate